ClC=1C=C(C=CC1)C=1C=CC=C2C=NC(=NC12)NC1=CC=C(C=C1)N1CCOCC1 8-(3-chlorophenyl)-N-(4-morpholinylphenyl)quinazolin-2-amine